2-amino-7-methyl-7,8-dihydro-5H-pyrano[4,3-b]pyridin-5-one NC1=CC=C2C(=N1)CC(OC2=O)C